C[C@H]1[C@H](C[C@H](CC1)C(=C)C)C(=C)C (1R,2S,4S)-1-methyl-2,4-diisopropenyl-cyclohexane